5-((2-cyanophenyl)amino)-3-(methylthio)-1,2,4-triazine-6-carboxylic acid ethyl ester C(C)OC(=O)C1=C(N=C(N=N1)SC)NC1=C(C=CC=C1)C#N